C[N+]1(CCCCC1)CCCS(=O)(=O)[O-] 3-(1-Methylpiperidinio)-1-propanesulfonate